N,N-bis(3-aminopropyl)cyclohexylamine NCCCN(CCCN)C1CCCCC1